FC(CN1C(=NC=2C1=NC(=CN2)C2=CNC=1N=C(N=CC12)NC1CCC(CC1)C(=O)N1CCCC1)C)F ((1s,4s)-4-((5-(1-(2,2-difluoroethyl)-2-methyl-1H-imidazo[4,5-b]pyrazin-6-yl)-7H-pyrrolo[2,3-d]pyrimidin-2-yl)amino)cyclohexyl)(pyrrolidin-1-yl)methanone